NC=1SC2=C(N1)C(=CC=C2)C2=C(C=C1C(=NC(=NC1=C2F)OC[C@H]2N(CCC2)C)N2CCNC(CC2)=O)Cl 1-(7-(2-aminobenzo[d]thiazol-4-yl)-6-chloro-8-fluoro-2-(((S)-1-methylpyrrolidin-2-yl)methoxy)quinazolin-4-yl)-1,4-diazacycloheptan-5-one